4-(5-(4-(((3-(2,6-dioxopiperidin-3-yl)-4-oxo-3,4-dihydrobenzo[d][1,2,3]triazin-5-yl)amino)methyl)benzyl)hexahydropyrrolo[3,4-c]pyrrol-2(1H)-yl)-3-fluorobenzonitrile O=C1NC(CCC1N1N=NC2=C(C1=O)C(=CC=C2)NCC2=CC=C(CN1CC3C(C1)CN(C3)C3=C(C=C(C#N)C=C3)F)C=C2)=O